O=C1NC2=CC=C(C=C2C12CCC(CC2)OC2=C(C=C(C=C2Cl)Cl)Cl)C(=O)O (1r,4r)-2'-oxo-4-(2,4,6-trichlorophenoxy)-1',2'-dihydrospiro[cyclohexane-1,3'-indole]-5'-carboxylic acid